(S)-6-((4-((2-hydroxy-1-phenylethyl)amino)-5-(3,8-dioxa-1-azaspiro[4.5]dec-1-en-2-yl)pyridin-2-yl)amino)-1-isopropyl-2-methyl-1,2-dihydro-3H-indazol-3-one OC[C@H](C1=CC=CC=C1)NC1=CC(=NC=C1C1=NC2(CO1)CCOCC2)NC2=CC=C1C(N(N(C1=C2)C(C)C)C)=O